aminocarboxylic acid, sodium salt [Na+].NC(=O)[O-]